2-(benzofuran-3-yl)-1-(R)-((4-methyl-2-nitrophenyl)methylsulfonylamino)ethylboronic acid O1C=C(C2=C1C=CC=C2)C[C@H](NS(=O)(=O)CC2=C(C=C(C=C2)C)[N+](=O)[O-])B(O)O